C[Si]1(CCC1)CC=C 1-methyl-1-allyl-1-silacyclobutane